ClC=1C=CC=2N=CN=C(C2N1)NC1=C(C=CC(=C1)Cl)F 6-chloro-N-(5-chloro-2-fluoro-phenyl)pyrido[3,2-d]pyrimidin-4-amine